2-(4-(6-(difluoromethoxy)-1'-methyl-6'-oxo-1',6'-dihydro-[3,4'-bipyridin]-3'-yl)-1H-pyrazol-1-yl)-6-fluorobenzonitrile FC(OC1=CC=C(C=N1)C=1C(=CN(C(C1)=O)C)C=1C=NN(C1)C1=C(C#N)C(=CC=C1)F)F